1-(2'-bromo-4'-chloro[1,1'-biphenyl]-4-yl)-4-(2,2,2-trifluoroethyl)piperazine BrC1=C(C=CC(=C1)Cl)C1=CC=C(C=C1)N1CCN(CC1)CC(F)(F)F